methyl 1-(2-hydroxyethyl)-8-methoxy-4,5-dihydro-1H-pyrazolo[4,3-H]quinazoline-3-carboxylate OCCN1N=C(C=2CCC=3C=NC(=NC3C21)OC)C(=O)OC